4-(6-cyclopropyl-2-methyl-1-oxo-2,7-naphthyridin-4-yl)-2,6-dimethoxybenzaldehyde C1(CC1)C=1C=C2C(=CN(C(C2=CN1)=O)C)C1=CC(=C(C=O)C(=C1)OC)OC